2,7-dibromo-9,9-bis(3-bromopropyl)-9H-fluorene BrC1=CC=2C(C3=CC(=CC=C3C2C=C1)Br)(CCCBr)CCCBr